1-methyl-3-(4-nitro-4'-(trifluoromethyl)-[1,1'-biphenyl]-3-yl)-1H-pyrazole CN1N=C(C=C1)C=1C=C(C=CC1[N+](=O)[O-])C1=CC=C(C=C1)C(F)(F)F